BrC1=C(C(=O)OC)C=C(C=C1C)NC1=NC=C(C(=N1)N[C@H]1[C@@H](CCC1)C#N)C methyl 2-bromo-5-[[4-[(trans)-(2-cyanocyclopentyl) amino]-5-methyl-pyrimidin-2-yl] amino]-3-methyl-benzoate